CN1N=C2C=CC(=CC2=C1)C1=NC=C(C=C1C1=CC=C(C#N)C=C1)NCC1CNCC1 4-(2-(2-methyl-2H-indazol-5-yl)-5-(pyrrolidin-3-ylmethylamino)pyridin-3-yl)benzonitrile